1-(4-isobutyl-3,4-dihydroquinoxalin-1(2H)-yl)-2-(pyrrolidin-1-yl)ethan-1-one C(C(C)C)N1CCN(C2=CC=CC=C12)C(CN1CCCC1)=O